FC1=CC=C(C(=N1)C)OC1=CN=C(C(=C1C(=O)OC)C)C(F)(F)F methyl 5-((6-fluoro-2-methylpyridin-3-yl)oxy)-3-methyl-2-(trifluoromethyl)isonicotinate